trans-1,2-diaminocyclohexane-4-acetic acid NC1C(CC(CC1)CC(=O)O)N